C(C)(C)(C)OC(NC1=CC2=C(C(N(CCC2)C)=O)C=C1)=O (2-methyl-1-oxo-2,3,4,5-tetrahydro-1H-benzo[c]azepin-7-yl)carbamic acid tert-butyl ester